2-(benzofuran-7-yl)-4,4,5,5-tetramethyl-1,3,2-dioxaborolan O1C=CC2=C1C(=CC=C2)B2OC(C(O2)(C)C)(C)C